C(CCCCCCCC)P([O-])(=O)CCCCCCCCC.[Al+3].C(CCCCCCCC)P([O-])(=O)CCCCCCCCC.C(CCCCCCCC)P([O-])(=O)CCCCCCCCC aluminum dinonylphosphinate